(R)-5-ethyl-2-methoxy-N-(4-methoxy-6-(((1-propioloylpyrrolidin-3-yl)oxy)methyl)benzo[d]isoxazol-3-yl)benzenesulfonamide C(C)C=1C=CC(=C(C1)S(=O)(=O)NC1=NOC2=C1C(=CC(=C2)CO[C@H]2CN(CC2)C(C#C)=O)OC)OC